4-(1-methylpyrrolo[2,3-b]pyridin-4-yl)-7-[(5-morpholino-2-pyridyl)amino]isoindolin-1-one CN1C=CC=2C1=NC=CC2C2=C1CNC(C1=C(C=C2)NC2=NC=C(C=C2)N2CCOCC2)=O